[Si](C1=CC=CC=C1)(C1=CC=CC=C1)(C(C)(C)C)OC[C@H]1[C@@H](C1)CCCCC(=O)OC(C)(C)C tert-butyl 5-((1R,2R)-2-(((tert-butyldiphenylsilyl)oxy)methyl)cyclopropyl)pentanoate